5-butylsulfonyl-2-(2-hydroxy-3-α-cumyl-5-t-octylphenyl)-2H-benzotriazole C(CCC)S(=O)(=O)C1=CC=2C(=NN(N2)C2=C(C(=CC(=C2)C(C)(C)CC(C)(C)C)C(C)(C)C2=CC=CC=C2)O)C=C1